(1H-Pyrazol-3-yl)methyl (2-((S)-1-(2,3-difluorobenzyl)-5-oxopyrrolidin-2-yl)acetyl)-L-valinate FC1=C(CN2[C@@H](CCC2=O)CC(=O)N[C@@H](C(C)C)C(=O)OCC2=NNC=C2)C=CC=C1F